N1(CCOCC1)NC(=O)C=1N=C(N(C1CO)C1=CC=C(C=C1)C#CCCC#N)C1=C(C=C(C=C1)Cl)Cl 1-[4-(4-Cyano-but-1-ynyl)-phenyl]-2-(2,4-dichloro-phenyl)-5-hydroxymethyl-1H-imidazole-4-carboxylic acid morpholin-4-ylamide